(2-methyl-1H-imidazol-4-yl)-2-((1-(methylsulfonyl)piperidin-4-yl)amino)pyrimidine-5-carbonitrile CC=1NC=C(N1)C1=NC(=NC=C1C#N)NC1CCN(CC1)S(=O)(=O)C